(4-fluorophenyl)(6-(3-methyl-1H-pyrazol-1-yl)-4-morpholinopyridin-2-yl)methanone FC1=CC=C(C=C1)C(=O)C1=NC(=CC(=C1)N1CCOCC1)N1N=C(C=C1)C